(R)-N-(4-Chlorobenzyl)-6-((1-((4-(dimethylamino)-3-hydroxy-2-methylbutan-2-yl)sulfonyl)cyclopropyl)methyl)-1-methyl-7-oxo-4,5,6,7-tetrahydro-1H-pyrazolo[3,4-c]pyridine-3-carboxamide ClC1=CC=C(CNC(=O)C2=NN(C=3C(N(CCC32)CC3(CC3)S(=O)(=O)C(C)([C@@H](CN(C)C)O)C)=O)C)C=C1